C(C)(C)(C)OC(=O)C=1C(=CC(=NC1)Cl)NC1CCC(CC1)C(=O)O 4-[(5-tert-butoxycarbonyl-2-chloro-4-pyridyl)amino]cyclohexanecarboxylic acid